1-(4-fluoro-3-(trifluoromethyl)phenyl)ethan-1-amine hydrochloride Cl.FC1=C(C=C(C=C1)C(C)N)C(F)(F)F